(5-(6-(6,7-dihydropyrazolo[1,5-a]pyrazin-5(4H)-yl)-1H-imidazo[4,5-c]pyridin-2-yl)-1H-pyrrol-3-yl)(2-(trifluoromethyl)phenyl)methanone N1=CC=C2N1CCN(C2)C2=CC1=C(C=N2)N=C(N1)C1=CC(=CN1)C(=O)C1=C(C=CC=C1)C(F)(F)F